(S)-6-benzhydryl-11-hydroxy-3-methyl-5H-imidazo[1,2-a]pyrido[2,1-c]pyrazin-10(6H)-one C(C1=CC=CC=C1)(C1=CC=CC=C1)[C@@H]1N2C(C=3N(C1)C(=CN3)C)=C(C(C=C2)=O)O